C(C)(C)(C)CN(C(=O)O[C@H]1CN(CCC1)C1=C(C=C2C(=N1)N=C(S2)N2CCOCC2)[N+](=O)[O-])C2CCN(CC2)C(=O)Cl (R)-1-(2-morpholino-6-nitrothiazolo[4,5-b]pyridin-5-yl)piperidin-3-ol tert-butyl-(1-(chlorocarbonyl)piperidin-4-yl)(methyl)carbamate